Racemic-benzyl 8-[4-[tert-butoxycarbonyl(methyl)amino]-1-piperidyl]-2-methyl-2,3-dihydro-1,4-benzoxazine-4-carboxylate C(C)(C)(C)OC(=O)N(C1CCN(CC1)C1=CC=CC=2N(C[C@H](OC21)C)C(=O)OCC2=CC=CC=C2)C |r|